ClC1=CC=C2C(=N1)N(C=C2C=2C(=NC=NC2OC)OC2CC2)COCC[Si](C)(C)C 5-(6-chloro-1-{[2-(trimethylsilyl)ethoxy]methyl}pyrrolo[2,3-b]pyridin-3-yl)-4-cyclopropoxy-6-methoxypyrimidine